(S)-(4-(difluoromethyl)oxazol-5-yl)(4-(4-fluorobenzo[d]oxazol-2-yl)-6,7-dihydro-1H-imidazo[4,5-c]pyridin-5(4H)-yl)methanone FC(C=1N=COC1C(=O)N1[C@@H](C2=C(CC1)NC=N2)C=2OC1=C(N2)C(=CC=C1)F)F